Amino-1-methyl-2,3-dihydro-1H-1,3-benzodiazol-2-one NN1C(N(C2=C1C=CC=C2)C)=O